ClC=1N=CC(=NC1CCC(F)(F)F)N1CCC(CC1)C(=O)OCC Ethyl 1-(5-chloro-6-(3,3,3-trifluoropropyl)pyrazin-2-yl)piperidine-4-carboxylate